(Z)-9-Dodecenyl acetate C(C)(=O)OCCCCCCCC\C=C/CC